FC=1C=C2CCN(CC2=CC1)C1=CC(=C(C(=C1)SC)NC(CC(C)(C)C)=O)C N-(4-(6-fluoro-3,4-dihydroisoquinolin-2(1H)-yl)-2-methyl-6-(methylthio)phenyl)-3,3-Dimethylbutanamide